FC1=CC=C(C=C1)N1C(=CC2=CC(=CC=C12)OC)C(=O)OCC ethyl 1-(4-fluorophenyl)-5-methoxy-indole-2-carboxylate